ethyl 2-(2-benzoylhydrazino)-2-oxoacetate C(C1=CC=CC=C1)(=O)NNC(C(=O)OCC)=O